chloro-2-(2-methoxypyrimidin-4-yl)-1-((2-(trimethylsilyl)ethoxy)methyl)-1H-pyrrolo[3,2-c]pyridine ClC1=C(N(C2=C1C=NC=C2)COCC[Si](C)(C)C)C2=NC(=NC=C2)OC